(S)-4-(3-hydroxypropyl)-2,2-dimethylpyrrolidine-1-carboxylic acid tert-butyl ester C(C)(C)(C)OC(=O)N1C(C[C@@H](C1)CCCO)(C)C